dimethyl 1-isobutylpyrrolidine-2,5-dicarboxylate C(C(C)C)N1C(CCC1C(=O)OC)C(=O)OC